FC(OC1=NC=CC(=C1)CNC(=O)NC1COC2=CC=CC=C2C1)F 1-[[2-(difluoromethoxy)pyridin-4-yl]methyl]-3-(3,4-dihydro-2H-chromen-3-yl)urea